2-(2-aminophenyl)-5-fluoro-indole NC1=C(C=CC=C1)C=1NC2=CC=C(C=C2C1)F